2-(6-nitro-4-oxoquinazolin-3(4H)-yl)-N-(2-(trifluoromethoxy)phenyl)acetamide [N+](=O)([O-])C=1C=C2C(N(C=NC2=CC1)CC(=O)NC1=C(C=CC=C1)OC(F)(F)F)=O